ClCC(=O)OC methanol chloroacetate